5-((4-(Benzo[d]isothiazol-3-yl)piperazin-1-yl)methyl)-2-(2,4-dioxotetrahydropyrimidin-1(2H)-yl)isoindoline-1,3-dione S1N=C(C2=C1C=CC=C2)N2CCN(CC2)CC=2C=C1C(N(C(C1=CC2)=O)N2C(NC(CC2)=O)=O)=O